THIAZOLIDONE C1CSC(=O)N1